C[C@H]1CN(C[C@@H](O1)C)C1=NC=2N(C=C1)N=CC2C(=O)O 5-[(2S,6S)-2,6-Dimethylmorpholin-4-yl]pyrazolo[1,5-a]pyrimidine-3-carboxylic acid